FC=1C=2N(C=C(C1C(C)(C)O)NC(=O)C1=NC(=CC=C1)[C@H]1[C@@H](C1)C(F)(F)F)C=C(N2)C2CCNCC2 trans-N-(8-fluoro-7-(2-hydroxypropan-2-yl)-2-(piperidin-4-yl)imidazo[1,2-a]pyridin-6-yl)-6-(2-(trifluoromethyl)cyclopropyl)pyridinecarboxamide